C12(CC1)C=C1N(C(C3=C(N=C1)C=CC=C3)=O)C2 spiro[benzo[e]pyrrolo[1,2-a][1,4]diazepine-2,1'-cyclopropan]-5-one